((1R,3R)-5-(2-aminooxazolo[4,5-c]pyridin-7-yl)-5-azaspiro[2.4]heptan-1-yl)((S)-6,8-dichloro-1-methyl-3,4-dihydroisoquinolin-2(1H)-yl)methanone NC=1OC2=C(C=NC=C2N2C[C@]3(C[C@H]3C(=O)N3[C@H](C4=C(C=C(C=C4CC3)Cl)Cl)C)CC2)N1